FC(C1=CC(=C(C(=O)O)C=C1)S(=O)(=O)C)(F)F 4-trifluoromethyl-2-(methylsulfonyl)benzoic acid